C1(CC1)C1=NN(C=C1C1=NC2=CC=CC=C2N=C1)[C@@H]1C[C@H](C1)CCC1=CC=C2CN(C(C2=C1)=O)C1C(NC(CC1)=O)=O 3-(6-(2-(trans-3-(3-cyclopropyl-4-(quinoxalin-2-yl)-1H-pyrazol-1-yl)cyclobutyl)ethyl)-1-oxoisoindolin-2-yl)piperidine-2,6-dione